2-bromo-3-(((tert-butyldimethylsilyl)oxy)methyl)-4-chloropyridine BrC1=NC=CC(=C1CO[Si](C)(C)C(C)(C)C)Cl